ClC=1C(=NC(=NC1)NC=1C=CC2=CN(N=C2C1)CCN(C)C)C=1C=NN(C1)S(=O)(=O)C1CC1 N-(5-chloro-4-(1-(cyclopropanesulfonyl)-1H-pyrazol-4-yl)pyrimidin-2-yl)-2-(2-(dimethylamino)ethyl)-2H-indazol-6-amine